C(C)OC(CC1CN(CC1)C1=C(C=C(C=C1F)C1=NC(=CC(=N1)OC1CCC1)C)F)=O {1-[4-(4-cyclobutoxy-6-methyl-pyrimidin-2-yl)-2,6-difluoro-phenyl]-pyrrolidin-3-yl}-acetic acid ethyl ester